perfluoromethane sodium [Na].FC(F)(F)F